CCCCCCCCC(CCCCCCCC)OC(CCCCCCC(=O)OC(CP([O-])([O-])=O)COC(CCCCCCC(OC(CCCCCCCC)CCCCCCCC)=O)=O)=O.C(C)[NH+](CC)CC.C(C)[NH+](CC)CC triethylammonium 2,3-bis((8-(heptadecan-9-yloxy)-8-oxooctanoyl)oxy)propyl-phosphonate